4-amino-3,5-dichloro-6-(3-fluoro-4-iodophenyl)-pyridine-2-carboxylic acid methyl ester COC(=O)C1=NC(=C(C(=C1Cl)N)Cl)C1=CC(=C(C=C1)I)F